FC=1C(=C(C#N)C=CC1)C1=NC=CC=N1 3-fluoro-2-(pyrimidin-2-yl)benzonitrile